C(C)(CC)OS(=O)(=O)CCCS(=O)(=O)OC(C)CC.[N+](=O)([O-])C=1C=C(C(=O)NC2=CC=C(C=C2)C(F)(F)F)C=CC1 3-nitro-N-(4-(trifluoromethyl)phenyl)benzamide di-sec-butyl-1,3-propanedisulfonate